alanine, trisodium salt [Na+].[Na+].[Na+].N[C@@H](C)C(=O)[O-].N[C@@H](C)C(=O)[O-].N[C@@H](C)C(=O)[O-]